BrC=1C=C2CC(=COC2=C(C1)C1CC1)C1=CC(=CC=C1)C1(CC(C1)C)C1=NN=CN1C 6-Bromo-8-cyclopropyl-3-(3-(3-methyl-1-(4-methyl-4H-1,2,4-triazol-3-yl)cyclobutyl)phenyl)-4H-chromen